2-fluoro-phenyl-3-imino-2,5-dimethyl-1,2,4-thiadiazine-1,1-dioxide FC1=C(C=CC=C1)C1=C(NC(N(S1(=O)=O)C)=N)C